4-ethoxy-6-(1-(7-(2-(ethyl(methyl)amino)ethyl)-1-oxo-5-vinyl-3,4-dihydroisoquinolin-2(1H)-yl)ethyl)nicotinonitrile C(C)OC1=CC(=NC=C1C#N)C(C)N1C(C2=CC(=CC(=C2CC1)C=C)CCN(C)CC)=O